(±)-(4Z)-4-(1,3-Benzothiazol-6-ylmethylene)-2-(1,4-dioxepan-6-ylamino)-1H-imidazol-5-one S1C=NC2=C1C=C(C=C2)\C=C\2/N=C(NC2=O)NC2COCCOC2